(S)-N-(7-methoxy-2,3-dihydro-1H-inden-1-ylidene)-2-methylpropane-2-sulfinamide COC=1C=CC=C2CCC(C12)=N[S@@](=O)C(C)(C)C